C1(=CC=CC=C1)C1=C2C(=C(C(=C(C2=C(C=2C(=C(C(=C(C12)[2H])[2H])[2H])[2H])[2H])[2H])[2H])[2H])C1=CC=CC=2C3=CC=CC=C3C=CC12 phenyl(phenanthrenyl)anthracene-d8